1,6-diphenyl-1H-indole-2-carboxylic acid methyl ester COC(=O)C=1N(C2=CC(=CC=C2C1)C1=CC=CC=C1)C1=CC=CC=C1